C(C1=CC=CC=C1)OC1=C(C(=O)Cl)C=CC(=C1)N(C(=O)[C@@H]1N(CC1)S(=O)(=O)C1=C(C(=C(C(=C1F)F)F)F)F)CC1=CC=C(C=C1)C1CCCCC1 (R)-2-(benzyloxy)-4-(N-(4-cyclohexylbenzyl)-1-((perfluorophenyl)sulfonyl)azetidine-2-carboxamido)benzoyl chloride